COC1=C(C=CC=2CC3N(CCC=4C=CC5=C(C34)NC(CO5)=O)CC12)OC 11,12-dimethoxy-3,7,8,10,15,15a-hexahydroisoquinolino[3,2-a][1,4]oxazino[2,3-h]isoquinolin-2(1H)-one